The molecule is a member of the class of biphenyls that is 6,6'-dimethylbiphenyl-2,2',4,4'-tetrol which has been substituted by 3,6-dihydroxy-2-methylbenzoyl groups at positions 3 and 3'. Isolated from the cultures of a Hawaiian isolate of the fungus Phoma species, it exhibits antibacterial and antifungal activities. It has a role as an antibacterial agent, an antifungal agent and a fungal metabolite. It is a polyketide, a polyphenol and a member of biphenyls. CC1=CC(=C(C(=C1C2=C(C(=C(C=C2C)O)C(=O)C3=C(C=CC(=C3C)O)O)O)O)C(=O)C4=C(C=CC(=C4C)O)O)O